CC(C)(C)[O-].[Li+] lithium t-butoxide